NC=1N=CC(=NC1)/C(=C/C=1C=C(C(=O)N[C@@H]2[C@H](CCC(C2)(F)F)O)C=CC1OC(F)F)/F 3-[(1Z)-2-(5-Aminopyrazin-2-yl)-2-fluorovinyl]-N-[(1S,2S)-5,5-difluoro-2-hydroxycyclohexyl]-4-(difluoromethoxy)benzamide